1-(5-Chloro-2-((6-methoxy-2-methyl-1,2,3,4-tetrahydroisoquinolin-7-yl)amino)pyrimidin-4-yl)-1H-indole-3-carboxylic acid ClC=1C(=NC(=NC1)NC1=C(C=C2CCN(CC2=C1)C)OC)N1C=C(C2=CC=CC=C12)C(=O)O